C1(=C(C=CC=C1)C1=CNC(C2=CC(=CC=C12)OC(C(F)(F)F)C)=O)C 4-(o-tolyl)-7-((1,1,1-trifluoropropan-2-yl)oxy)isoquinolin-1(2H)-one